FC1(C(C1)C1=CC(=C2C=NC(=NN21)N[C@H]2[C@@H](CN(CC2)S(=O)(=O)C)O)F)F (3R,4R)-4-((7-(2,2-difluorocyclopropyl)-5-fluoropyrrolo[2,1-f][1,2,4]triazin-2-yl)amino)-1-(methylsulfonyl)piperidin-3-ol